(E)-2-chloro-6-fluoro-N-(2-methoxy-5-(4-(1-(4-oxopent-2-enoyl)-1,2,3,6-tetrahydropyridin-4-yl)pyrido[3,2-d]pyrimidin-6-yl)pyridin-3-yl)benzenesulfonamide ClC1=C(C(=CC=C1)F)S(=O)(=O)NC=1C(=NC=C(C1)C=1C=CC=2N=CN=C(C2N1)C=1CCN(CC1)C(\C=C\C(C)=O)=O)OC